1-methyl-3-(2-(1-(4-nitrobenzyl)quinolin-4-yl)vinyl)quinoline CN1CC(=CC2=CC=CC=C12)C=CC1=CCN(C2=CC=CC=C12)CC1=CC=C(C=C1)[N+](=O)[O-]